BrCCOC1=CC=C(C=C1)C1(CCC1)S(=O)(=O)C 1-(2-bromoethoxy)-4-(1-methanesulfonylcyclobutyl)benzene